Cl.C(=C\C)/S(=O)(=O)C1CNCCC1 (E)-3-(prop-1-en-1-ylsulfonyl)piperidine hydrochloride